tert-butyl (tert-butoxycarbonyl)(3-(3-((tert-butoxycarbonyl)amino)prop-1-yn-1-yl)pyridin-2-yl)carbamate C(C)(C)(C)OC(=O)N(C(OC(C)(C)C)=O)C1=NC=CC=C1C#CCNC(=O)OC(C)(C)C